ClC=1C=C(C=CC1)C=1N(C2=CC=CC=C2C1/C(=C/CC1=CC=CC=C1)/F)CC(C(=O)N)(C)C (Z)-3-(2-(3-Chlorophenyl)-3-(1-fluoro-3-phenylprop-1-en-1-yl)-1H-indol-1-yl)-2,2-dimethylpropanamide